COC([O-])=O.C(CCCCC)[N+](CCCCCC)(CCCCCC)CCCCCC Tetrahexylammonium methyl-carbonate